tert-Butyl 7-(3-((tert-butyldiphenylsilyl)oxy)propyl)-5H-pyrido[4,3-b]indole-5-carboxylate [Si](C1=CC=CC=C1)(C1=CC=CC=C1)(C(C)(C)C)OCCCC=1C=CC=2C3=C(N(C2C1)C(=O)OC(C)(C)C)C=CN=C3